5-[(4-nitropyrazol-1-yl)methyl]-1-(2,2,2-trifluoroethyl)triazole [N+](=O)([O-])C=1C=NN(C1)CC1=CN=NN1CC(F)(F)F